5-bromo-3-[(1S)-1-(3,5-difluoropyridin-4-yl)ethoxy]pyridin-2-amine BrC=1C=C(C(=NC1)N)O[C@@H](C)C1=C(C=NC=C1F)F